(2S,3R,4R,5S,6R)-2-(4-(4-ethoxybenzyl)-2,6-difluorophenyl)-6-(hydroxymethyl)tetrahydro-2H-thiopyran-3,4,5-triol C(C)OC1=CC=C(CC2=CC(=C(C(=C2)F)[C@@H]2S[C@@H]([C@H]([C@@H]([C@H]2O)O)O)CO)F)C=C1